CN1CCN(CC1)C=1C=CC(=C(N)C1)[N+](=O)[O-] 5-(4-methyl-piperazin-1-yl)-2-nitro-aniline